Methyl 4-[4-amino-3-(3,3-dimethyl-2-oxo-pyrrolidin-1-yl)pyrazol-1-yl]benzoate NC=1C(=NN(C1)C1=CC=C(C(=O)OC)C=C1)N1C(C(CC1)(C)C)=O